N[C@H](C=1N=C2N(N=C(C(=C2)N(C)CC)CC2C(NC[C@@H](C2)C(F)(F)F)=O)C1)C1CCC(CC1)(F)F (5R)-3-((2-((S)-amino(4,4-difluorocyclohexyl)methyl)-7-(ethyl(methyl)amino)imidazo[1,2-b]pyridazin-6-yl)methyl)-5-(trifluoromethyl)piperidin-2-one